13-bromo-19-chloro-14-methoxy-10,16,16-trioxo-9-oxa-16λ6-thia-17-azatetracyclo[16.3.1.111,15.02,7]tricosa-1(22),2(7),3,5,11,13,15(23),18,20-nonaene-4-carbonitrile BrC=1C=C2C(OCC=3C=CC(=CC3C=3C=CC(=C(NS(C(C1OC)=C2)(=O)=O)C3)Cl)C#N)=O